7-(chlorodifluoromethyl)-N-(2-{[2-(2,6-dioxohexahydropyridin-3-yl)-1,3-dioxo-2,3-dihydro-1H-isoindol-5-yl]amino}ethyl)-5-(thiophen-2-yl)pyrazolo[1,5-a]pyrimidine-2-carboxamide ClC(C1=CC(=NC=2N1N=C(C2)C(=O)NCCNC=2C=C1C(N(C(C1=CC2)=O)C2C(NC(CC2)=O)=O)=O)C=2SC=CC2)(F)F